4-methyl-3-((4-(pyridin-3-yl)pyrimidin-2-yl)amino)benzonitrile CC1=C(C=C(C#N)C=C1)NC1=NC=CC(=N1)C=1C=NC=CC1